4-chloro-N-((1S,2R)-2-(3-(1-ethyl-1H-pyrazol-4-yl)-6-fluoro-2-methylphenyl)-1-(5-oxo-4,5-dihydro-1,3,4-oxadiazol-2-yl)propyl)-2-methoxybenzenesulfonamide ClC1=CC(=C(C=C1)S(=O)(=O)N[C@@H]([C@H](C)C1=C(C(=CC=C1F)C=1C=NN(C1)CC)C)C=1OC(NN1)=O)OC